4-bromobutyl 4,4-bis(hexyloxy)butanoate C(CCCCC)OC(CCC(=O)OCCCCBr)OCCCCCC